(R)-3-(2-chloro-4-fluorobenzyl)-8-(6-fluoro-2-methylpyridin-3-yl)-6-((2-imino-3-methyl-2,3-dihydro-1H-imidazol-1-yl)methyl)chroman-4-one ClC1=C(C[C@@H]2COC3=C(C=C(C=C3C2=O)CN2C(N(C=C2)C)=N)C=2C(=NC(=CC2)F)C)C=CC(=C1)F